rac-3-Ethyl-5-{6-[2-(7-fluoro-4-methoxy-2-methyl-indol-1-yl)-ethylamino]-pyrimidin-4-yl}-2,3-dihydro-isoindol-1-one C(C)[C@H]1NC(C2=CC=C(C=C12)C1=NC=NC(=C1)NCCN1C(=CC2=C(C=CC(=C12)F)OC)C)=O |r|